N-[(3S,4S)-1-(3-fluoropropyl)-3-methyl-4-piperidyl]-6-[3-(4-mesyl-2-anisidino)-1-propynyl]-1-(2,2,2-trifluoroethyl)-1H-1,3-benzimidazole-4-carboxamide FCCCN1C[C@@H]([C@H](CC1)NC(=O)C1=CC(=CC=2N(C=NC21)CC(F)(F)F)C#CCNC=2C(OC)=CC=C(C2)S(=O)(=O)C)C